C1(CC1)C=1C=2N(N=C(C1)C=1C(=NC(=NC1)OC)OC)C(=CN2)F 8-cyclopropyl-6-(2,4-dimethoxypyrimidin-5-yl)-3-fluoro-imidazo[1,2-b]pyridazine